4-[2-(2,2,2-trifluoroethoxy)phenyl]-2,3-dihydro-1H-pyrrolo[3,4-c]pyridin-1-one FC(COC1=C(C=CC=C1)C1=NC=CC2=C1CNC2=O)(F)F